2-n-amyl-1,3-propylene glycol C(CCCC)C(CO)CO